2-(2-fluoro-4-(4-fluoropiperidin-4-yl)phenyl)-N-(1-methylpiperidin-4-yl)benzo[d]imidazo[2,1-b]thiazole-7-carboxamide FC1=C(C=CC(=C1)C1(CCNCC1)F)C=1N=C2SC3=C(N2C1)C=CC(=C3)C(=O)NC3CCN(CC3)C